C(C)O[Si](OCC)(OCC)CCCC=1NCCN1 triethyloxysilylpropyl-4,5-dihydroimidazole